2',6'-bis(benzyloxy)-[2,3'-bipyridin]-6-ol C(C1=CC=CC=C1)OC1=NC(=CC=C1C1=NC(=CC=C1)O)OCC1=CC=CC=C1